allyl 3-(((3-(4-nitrophenyl)-2-oxo-2H-chromen-7-yl)oxy)methyl)benzoate [N+](=O)([O-])C1=CC=C(C=C1)C=1C(OC2=CC(=CC=C2C1)OCC=1C=C(C(=O)OCC=C)C=CC1)=O